(4-methoxyphenyl)-5-phenylAzole-4-carboxylic acid ethyl ester C(C)OC(=O)C=1C=C(NC1C1=CC=CC=C1)C1=CC=C(C=C1)OC